1,2-dibromocyclohexylethane BrC1(C(CCCC1)Br)CC